C(C)OC1=C(C=CC=C1)NC(=O)C(=O)NC1=C(C=CC=C1)CC N-(2-Ethoxyphenyl)-N'-(2-ethylphenyl)oxamide